[3-(trifluoromethyl)-1-bicyclo[1.1.1]pentanyl]pyrido[2,3-d]pyrimidine-6-carboxamide FC(C12CC(C1)(C2)C=2N=CC1=C(N2)N=CC(=C1)C(=O)N)(F)F